3,6-bis(4-aminophenoxy)cholestan tert-butyl-(6-acrylamidospiro[3.3]heptan-2-yl)carbamate C(C)(C)(C)N(C(O)=O)C1CC2(C1)CC(C2)NC(C=C)=O.NC2=CC=C(OC1CC3C(C[C@H]4[C@@H]5CC[C@H]([C@@H](CCCC(C)C)C)[C@]5(CC[C@@H]4[C@]3(CC1)C)C)OC1=CC=C(C=C1)N)C=C2